N-[1-[5-bromo-2-[5-(2,2-difluoroethoxy)pyrimidin-2-yl]-1,2,4-triazol-3-yl]ethyl]-3-chloro-5-(trifluoromethyl)benzamide BrC=1N=C(N(N1)C1=NC=C(C=N1)OCC(F)F)C(C)NC(C1=CC(=CC(=C1)C(F)(F)F)Cl)=O